1,1,3,3-tetramethylguanidinium CN(C(=[NH2+])N(C)C)C